(S)-4-(2-(4-cyano-3-(trifluoromethyl)phenyl)-3-methyl-2,8-diazaspiro[4.5]dec-8-yl)benzoic acid C(#N)C1=C(C=C(C=C1)N1CC2(C[C@@H]1C)CCN(CC2)C2=CC=C(C(=O)O)C=C2)C(F)(F)F